ClC=1N=C(C2=C(N1)N(C=C2C#N)COCC[Si](C)(C)C)OCC2=CC=C(C=C2)C=2N(C=C(N2)C(F)(F)F)C 2-chloro-4-[[4-[1-methyl-4-(trifluoromethyl)imidazol-2-yl]phenyl]methoxy]-7-(2-trimethylsilylethoxymethyl)pyrrolo[2,3-d]pyrimidine-5-carbonitrile